4-(4-bromophenyl)-1-Bocpiperazine BrC1=CC=C(C=C1)N1CCN(CC1)C(=O)OC(C)(C)C